methyl 1-(8-fluoro-7-(8-fluoronaphthalen-1-yl)-2-((tetrahydro-1H-pyrrolizin-7a(5H)-yl)methoxy)pyrido[4,3-d]pyrimidin-4-yl)azepane-4-carboxylate FC1=C(N=CC2=C1N=C(N=C2N2CCC(CCC2)C(=O)OC)OCC21CCCN1CCC2)C2=CC=CC1=CC=CC(=C21)F